Cl.NC(C(=O)N1CCN(CC1)C(=O)NC1=NC(N(C=C1)C1=CC(=C(C=C1)CCN1CCC(CCC1)N)OC)=O)(C)C 4-(2-Amino-2-methylpropanoyl)-N-(1-(4-(2-(4-aminoazepan-1-yl)ethyl)-3-methoxyphenyl)-2-oxo-1,2-dihydropyrimidin-4-yl)piperazine-1-carboxamide hydrochloride salt